C(C1=CC=CC=C1)OC1=CC=2N(C=C1)N=CC2[C@@H]2CC[C@H](CC2)[C@H](C)N(C)C (S)-1-(trans-4-(5-(benzyloxy)pyrazolo[1,5-a]pyridin-3-yl)cyclohexyl)-N,N-dimethylethane-1-amine